ClC1=NC(=C(C(=N1)Cl)OC[C@H](COC)NC(OC(C)(C)C)=O)NCCC1=CNC2=CC=CC=C12 tert-butyl N-[(1S)-1-[[2,4-dichloro-6-[2-(1H-indol-3-yl)ethylamino]pyrimidin-5-yl]oxy methyl]-2-methoxy-ethyl]carbamate